SC(C(CO)O)CS 3,4-disulfanylbutane-1,2-diol